ClC1=C2CC(NC2=CC=C1F)=O 4-chloro-5-fluoroindolin-2-one